NICOTINAMIDE CALCIUM D(+)-PANTOTHENATE C(CCNC([C@@H](O)C(C)(C)CO)=O)(=O)[O-].[Ca+2].C(C1=CN=CC=C1)(=O)N.C(CCNC([C@@H](O)C(C)(C)CO)=O)(=O)[O-]